3-methyl-5-acetoxy-1-(2,6,6-trimethyl-1-cyclohexen-1-yl)-1,3-pentadiene CC(C=CC1=C(CCCC1(C)C)C)=CCOC(C)=O